BrC(CBr)(Br)Br 1,1,1,2-tetrabromoethane